FC1=C(C(=O)NC=2C=C3CCC(NC3=CC2F)=O)C=CN=C1 3-fluoro-N-(7-fluoro-2-oxo-1,2,3,4-tetrahydroquinolin-6-yl)isonicotinamide